1-[[6-(4,4-difluorocyclohexyl)-5-fluoropyridin-3-yl]methyl]pyrazole-4-carboxylic acid ethyl ester C(C)OC(=O)C=1C=NN(C1)CC=1C=NC(=C(C1)F)C1CCC(CC1)(F)F